tert-butyl (2R,4S)-2-(((S)-1-(((3-chloro-1H-pyrrolo[2,3-b]pyridin-5-yl) methyl) amino)-1-oxopropan-2-yl) carbamoyl)-4-phenylpiperidine-1-carboxylate ClC1=CNC2=NC=C(C=C21)CNC([C@H](C)NC(=O)[C@@H]2N(CC[C@@H](C2)C2=CC=CC=C2)C(=O)OC(C)(C)C)=O